4'-fluoro-2-(4-(4-methyl-4H-1,2,4-triazol-3-yl)piperidin-1-yl)-[1,1'-biphenyl]-3-carbonitrile FC1=CC=C(C=C1)C1=C(C(=CC=C1)C#N)N1CCC(CC1)C1=NN=CN1C